2-(3-(2-((1,5-dimethyl-1H-pyrazol-3-yl)amino)-5-methylpyrimidin-4-yl)-1H-indol-7-yl)-7-(phenylamino)isoindolin-1-one CN1N=C(C=C1C)NC1=NC=C(C(=N1)C1=CNC2=C(C=CC=C12)N1C(C2=C(C=CC=C2C1)NC1=CC=CC=C1)=O)C